6,6'-(6-(4-methoxyphenyl)-1,3,5-triazin-2,4-diyl)bis(3-((2-ethylhexyl)oxy)phenol) COC1=CC=C(C=C1)C1=NC(=NC(=N1)C1=CC=C(C=C1O)OCC(CCCC)CC)C1=CC=C(C=C1O)OCC(CCCC)CC